ClC=1C=CC(=C(C1)SC=1C=2N(C=C(C1)C=1C=NN(C1C)C1CCN(CC1)C)N=CC2C#N)C#N 4-((5-chloro-2-cyanophenyl)thio)-6-(5-methyl-1-(1-methylpiperidin-4-yl)-1H-pyrazol-4-yl)pyrazolo[1,5-a]pyridine-3-carbonitrile